P(=S)(SCCCC)(OCCCC)[O-] di(n-butyl) dithiophosphate